5-carboxymethyl-amino-2'-carboxymethyl-uridine C(=O)(O)CC=1C(NC(N([C@]2([C@](O)([C@H](O)[C@@H](CO)O2)CC(=O)O)N)C1)=O)=O